N1(CCC1)C1=NC=CC(=N1)C1=C(N=C(S1)N)C 5-(2-(azetidin-1-yl)pyrimidin-4-yl)-4-methylthiazol-2-amine